CC=1C(=NOC1)C1(NC(NC1=O)=O)CNC(=O)C=1C(=CC=CC1)C1=CC=C(C=C1)C(F)(F)F N-{[4-(4-methyl-1,2-oxazol-3-yl)-2,5-dioxoimidazolidin-4-yl]methyl}-4'-(trifluoromethyl)[biphenyl]-2-carboxamide